6-[(3-fluoro-5-methylsulfonyl-phenyl)methylene]-2-azaspiro[3.3]Heptane-2-carboxylic acid FC=1C=C(C=C(C1)S(=O)(=O)C)C=C1CC2(CN(C2)C(=O)O)C1